CS(=O)(=O)[O-].CN1C=[N+](C=C1)C 1,3-dimethylimidazolium methanesulfonate